FC=1C=C2C=C(NC2=CC1CNC(=O)C=1N=C2N(C(C1)=O)C=CC=C2)C=O N-[(5-fluoro-2-formyl-1H-indol-6-yl)methyl]-4-oxo-pyrido[1,2-a]pyrimidine-2-carboxamide